2-((6,6-dimethylpiperidin-3-yl)amino-5-(trifluoromethyl)pyrimidin-1-yl)-1H-indole-6-carbonitrile CC1(CCC(CN1)NC1N(C=C(C=N1)C(F)(F)F)C=1NC2=CC(=CC=C2C1)C#N)C